ClC1=CC2=C(N(C=CN2C)C2CCN(CC2)CC2=CC(=CC=C2)Cl)N=C1 7-chloro-4-(1-(3-chlorobenzyl)piperidin-4-yl)-1-methyl-1,4-dihydropyrido[2,3-b]pyrazine